COC1=C(C(=O)O)C=C(C=C1)OCCN1CCCCC1 2-methoxy-5-(2-(piperidin-1-yl)ethoxy)benzoic acid